pyran-4-yl-acetic acid O1CC=C(C=C1)CC(=O)O